5-biphenyl-4-yl-4-(3-carboxy-propionylamino)-2-methyl-pentanoic acid C1(=CC=C(C=C1)CC(CC(C(=O)O)C)NC(CCC(=O)O)=O)C1=CC=CC=C1